COC(C=1C(=C(C(=C(C(=O)OC)C1C(=O)OC)C(=O)O)C(=O)O)C(=O)O)=O trimethyl-mellitic acid